1-(3-(4-(((R)-1-(3-(difluoromethyl)-2-fluorophenyl)ethyl)amino)-2,8,8-trimethyl-7,8-dihydro-6H-[1,4]oxazino[3,2-G]quinazolin-6-yl)pyrrolidin-1-yl)propan-1-one FC(C=1C(=C(C=CC1)[C@@H](C)NC1=NC(=NC2=CC3=C(C=C12)N(CC(O3)(C)C)C3CN(CC3)C(CC)=O)C)F)F